(S)-3-(5-amino-2-methoxy-5,7-dihydrospiro[cyclopenta[b]pyridin-6,4'-piperidin]-1'-yl)-6-((2-amino-3-chloropyridin-4-yl)thio)pyrazine-2-carboxamide N[C@@H]1C=2C(=NC(=CC2)OC)CC12CCN(CC2)C=2C(=NC(=CN2)SC2=C(C(=NC=C2)N)Cl)C(=O)N